Diketopiperazine O=C1C(NCCN1)=O